tert-butyl N-[(1S)-5-[2-(2-aminopyridin-3-yl)-5-(oxetan-3-yl)imidazo[4,5-b]pyridin-3-yl]-2,3-dihydro-1H-inden-1-yl]carbamate NC1=NC=CC=C1C1=NC=2C(=NC(=CC2)C2COC2)N1C=1C=C2CC[C@@H](C2=CC1)NC(OC(C)(C)C)=O